COC1=CC=C(CC(C=O)(C)C)C=C1 4-methoxy-α-methylbenzyl-propionaldehyde